(S)-(5-(1-methyl-1H-pyrazol-4-yl)-1,3,4-oxadiazol-2-yl)(4-(6-methylpyrazolo[1,5-a]pyridin-2-yl)-6,7-dihydro-1H-imidazo[4,5-c]pyridin-5(4H)-yl)methanone CN1N=CC(=C1)C1=NN=C(O1)C(=O)N1[C@@H](C2=C(CC1)NC=N2)C2=NN1C(C=CC(=C1)C)=C2